COC1=NC=CC(=C1C1=CC=2C(=CN=C(C2)N)N1C)OC 2-(2,4-dimethoxypyridin-3-yl)-1-methylpyrrolo[2,3-c]pyridin-5-amine